1-((2S,3R,4S,5S)-5-((bis(4-methoxyphenyl)(phenyl)methoxy)methyl)-3-fluoro-4-hydroxytetrahydrofuran-2-yl)pyrimidine-2,4(1H,3H)-dione COC1=CC=C(C=C1)C(OC[C@H]1[C@@H]([C@H]([C@H](O1)N1C(NC(C=C1)=O)=O)F)O)(C1=CC=CC=C1)C1=CC=C(C=C1)OC